diethoxyphosphine oxide C(C)OP(OCC)=O